2-(8-((1R,3s,5S)-8-azabicyclo[3.2.1]octan-3-yl)-7,8-dihydro-6H-pyridazino[4,3-b][1,4]oxazin-3-yl)-5-(1H-pyrazol-4-yl)phenol [C@H]12CC(C[C@H](CC1)N2)N2C1=C(OCC2)C=C(N=N1)C1=C(C=C(C=C1)C=1C=NNC1)O